(1s,3s)-1-(aminomethyl)-3-(5,7-difluoro-2-(4-fluorophenyl)-1H-indol-3-yl)cyclobutan-1-ol NCC1(CC(C1)C1=C(NC2=C(C=C(C=C12)F)F)C1=CC=C(C=C1)F)O